1-(3-bromophenyl)-7-chloro-4-(dimethylamino)quinazolin-2(1H)-one BrC=1C=C(C=CC1)N1C(N=C(C2=CC=C(C=C12)Cl)N(C)C)=O